BrC=1C=CC(=NC1F)N1CC(C1)CO [1-(5-bromo-6-fluoropyridin-2-yl)azetidin-3-yl]methanol